CN(C)CCC=1OC2=C(C1)C=CC=C2 N,N-Dimethylaminoethyl-Benzofuran